tert-butyl (3aR,5s,6aS)-5-aminohexahydrocyclopenta(c)pyrrole-2(1H)-carboxylate NC1C[C@@H]2[C@@H](CN(C2)C(=O)OC(C)(C)C)C1